OC1=C(C=C(CC2C(NC(N(C2=O)C2=CC=C(C=C2)OC)=O)=O)C=C1C)C 5-(4-Hydroxy-3,5-dimethylbenzyl)-1-(4-methoxyphenyl)pyrimidine-2,4,6(1H,3H,5H)-trione